Cl.CN1C2=C(C(CCC1=O)CN)C=CC=C2 (1-Methyl-2-oxo-2,3,4,5-tetrahydro-1H-benzo[b]azepin-5-yl)methanamine hydrochloride